3-Hydroxyanthranilic Acid-d3 [2H]C1=C(C(=C(C(=C1[2H])O)N)C(=O)O)[2H]